CC([C@@H](C(=O)N1[C@@H]([C@H]2C([C@H]2C1)(C)C)C(=O)O)NS(=O)(=O)C)(C)C (1r,2S,5S)-3-((S)-3,3-dimethyl-2-(methylsulfonylamino)butanoyl)-6,6-dimethyl-3-azabicyclo[3.1.0]hexane-2-carboxylic acid